4-(6-((6-Acetyl-8-cyclopentyl-5-methyl-7-oxo-7,8-dihydropyrido[2,3-d]-pyrimidin-2-yl)amino)pyridin-3-yl)-N,N-bis(2-hydroxyethyl)piperazine-1-sulfonamide C(C)(=O)C1=C(C2=C(N=C(N=C2)NC2=CC=C(C=N2)N2CCN(CC2)S(=O)(=O)N(CCO)CCO)N(C1=O)C1CCCC1)C